Ethyl 2-(4-((4-(3-bromo-4-(trifluoromethyl)benzyl)piperazin-1-yl)methyl)-2,6-dimethylphenoxy)-2-methylpropanoate BrC=1C=C(CN2CCN(CC2)CC2=CC(=C(OC(C(=O)OCC)(C)C)C(=C2)C)C)C=CC1C(F)(F)F